5-((4,4-difluorocyclohexyl)oxy)-2,2-dimethyl-4H-benzo[d][1,3]dioxin-4-one FC1(CCC(CC1)OC1=CC=CC=2OC(OC(C21)=O)(C)C)F